CC1(C(C1)COC1=CC(=CC(=C1)OC)N)C(=O)O methyl-2-((3-amino-5-methoxyphenoxy)methyl)cyclopropanecarboxylic acid